(1s,2s)-N-(6-(6-aminopyridin-3-yl)imidazo[1,2-a]pyridin-2-yl)-2-fluorocyclopropane-1-carboxamide NC1=CC=C(C=N1)C=1C=CC=2N(C1)C=C(N2)NC(=O)[C@H]2[C@H](C2)F